5-(((trans-3-(3-cyclopropyl-4-(5-fluoropyridin-2-yl)-1H-pyrazol-1-yl)cyclobutyl)methyl)amino)-2-(2,6-dioxopiperidin-3-yl)isoindoline-1,3-dione C1(CC1)C1=NN(C=C1C1=NC=C(C=C1)F)[C@@H]1C[C@H](C1)CNC=1C=C2C(N(C(C2=CC1)=O)C1C(NC(CC1)=O)=O)=O